C1=CC=C(C=C1)C[C@@H](CO)N (-)-2-amino-3-phenyl-1-propanol